C(C)(C)(C)OC(=O)N[C@H]1C[C@@H](C[C@H]1O)C(=O)OC Methyl (1S,3S,4R)-3-((tert-butoxycarbonyl)amino)-4-hydroxycyclopentane-1-carboxylate